C[PH+](CCCCCCCCCCCCCCCCCC)C dimethyloctadecylphosphonium